Trans-2-amino-5,6-dichloro-2,3-dihydro-1H-inden-1-ol N[C@H]1[C@@H](C2=CC(=C(C=C2C1)Cl)Cl)O